CC1=CC=C(C=C1)S(=O)(=O)OCCNC(=O)OC(C)(C)C 2-((tert-butoxycarbonyl)amino)ethyl 4-methylbenzenesulfonate